C1(=CC=CC=C1)[B-](C1=CC=CC=C1)(C1=CC=CC=C1)C1=CC=CC=C1.C(C)[NH+](CC)CC triethyl-ammonium tetraphenyl-borate salt